C(C1=CC=CC=C1)N(C(O)=O)[C@@H]1C[C@@H]([C@H](C1)O)N.FC1(CN(C2(C1O)C=CCC2)C(=O)C2CCC(CC2)(F)F)F (3,3-difluoro-4-hydroxy-1-azaspiro[4.4]nonen-1-yl)(4,4-difluorocyclohexyl)methanone benzyl-[(1R,3S,4S)-3-amino-4-hydroxycyclopentyl]carbamate